tert-butyl 3-{[(3-{5-[(pentan-3-yl) carbamoyl]thiophen-3-yl}pyrazolo[1,5-a]pyrimidin-6-yl)amino]methyl}pyrrolidine-1-carboxylate CCC(CC)NC(=O)C1=CC(=CS1)C=1C=NN2C1N=CC(=C2)NCC2CN(CC2)C(=O)OC(C)(C)C